N-(azetidin-3-ylmethyl)-4-isopropyl-5-(8-methyl-[1,2,4]triazolo[1,5-a]pyridin-6-yl)-1H-pyrazole-3-carboxamide N1CC(C1)CNC(=O)C1=NNC(=C1C(C)C)C=1C=C(C=2N(C1)N=CN2)C